3-amino-N-(2-methyl-1H-imidazol-4-yl)propanamide NCCC(=O)NC=1N=C(NC1)C